O=C1OCC(O1)COC1=C(C2=CC=CC=C2C=C1)C=O 2-((2-oxo-1,3-dioxolan-4-yl)methoxy)-1-naphthaldehyde